1-(3-Bromo-2-hydroxy-phenyl)-3-cyclohexyl-propane-1,3-dione BrC=1C(=C(C=CC1)C(CC(=O)C1CCCCC1)=O)O